C1(=CC=CC=C1)NC1=CC=C(C=C1)NC(CC(C)C)C N-Phenyl-N'-(1,3-dimethylbutyl)-p-Phenylenediamine